ClC1=CC2=C(C=C3N2C(=NN(C3=O)CC(=O)NC3CC(C3)O)C(C)C)S1 2-(2-chloro-5-isopropyl-8-oxothieno[2',3':4,5]pyrrolo[1,2-d][1,2,4]triazin-7(8H)-yl)-N-((1s,3s)-3-hydroxycyclobutyl)acetamide